3β-hydroxyandrost-5-en-17β-carboxylic acid methyl ester sulfate S(=O)(=O)(O)O.COC(=O)[C@@H]1[C@]2(C)[C@@H](CC1)[C@@H]1CC=C3C[C@H](CC[C@]3(C)[C@H]1CC2)O